OC1CN(S(C1)(=O)=O)C=1C=NN2C1CN([C@H](C2)C)C(=O)NC2=CC(=C(C(=C2)F)F)F (6S)-3-(4-hydroxy-1,1-dioxo-1,2-thiazolidin-2-yl)-6-methyl-N-(3,4,5-trifluorophenyl)-6,7-dihydro-4H-pyrazolo[1,5-a]pyrazine-5-carboxamide